[Cl-].C[N+](CC(COCCCCCCCC\C=C/CCCCCCCC)OCCCCCCCC\C=C/CCCCCCCC)(C)C trimethyl-2,3-dioleyloxypropyl-ammonium chloride